C1(CCCC1)N1[C@@H](C(N(C=2C=NC(=NC12)NC1=C(C=C(C(=O)NC2CC(C2)NC2CCN(CC2)C(=O)OC(C)(C)C)C=C1)OC)C)=O)CC tert-butyl 4-[[3-[[4-[[(7R)-8-cyclopentyl-7-ethyl-5-methyl-6-oxo-7H-pteridin-2-yl] amino]-3-methoxy-benzoyl]amino]cyclobutyl] amino]piperidine-1-carboxylate